C1(CC1)C1=C(OC=2CCC3=CN(N=C3C21)C[C@@H]2OCCOC2)C(=O)NC[C@H]2OCCC2 8-Cyclopropyl-2-{[(2S)-1,4-dioxan-2-yl]methyl}-N-{[(2S)-oxolan-2-yl]methyl}-4,5-dihydro-2H-furo[2,3-g]indazol-7-carboxamid